FC(C(=O)O)(F)F.C(C)(C)OC1=NC=2N(C=C1C(=O)NC=1C(N(C=CC1)[C@@H]1[C@@H](C1)C)=O)C=C(N2)[C@]21CO[C@](CC2)(C1)C 7-isopropoxy-2-((1R,4S)-1-methyl-2-oxabicyclo[2.2.1]hept-4-yl)-N-(1-((1S,2R)-2-methylcyclopropyl)-2-oxo-1,2-dihydropyridin-3-yl)imidazo[1,2-a]pyrimidine-6-carboxamide trifluoroacetate